NC[C@@H]1N(CC1)CCCCNC1=CC(=C(C=C1Cl)S(=O)(=O)NC=1SC=CN1)F |o1:2| (R or S)-4-({4-[2-(aminomethyl)-azetidin-1-yl]butyl}amino)-5-chloro-2-fluoro-N-1,3-thiazol-2-ylbenzene-sulfonamide